3-bromo-5-(6-fluoro-1-p-toluenesulfonyl-1H-indol-4-yl)-4-isopropyl-1H-pyrrole-2-carboxylic acid methyl ester COC(=O)C=1NC(=C(C1Br)C(C)C)C1=C2C=CN(C2=CC(=C1)F)S(=O)(=O)C1=CC=C(C)C=C1